(3Z)-9,9-dimethoxy-3-nonen-1-ol COC(CCCC\C=C/CCO)OC